BrC=1C(=CC2=C(N(C(N2CC2=NC=C(C=C2)C=2OC(=NN2)C(F)F)=O)[C@H]2CN(CC2)C(=O)OC(C)(C)C)C1)F tert-butyl (R)-3-(6-bromo-3-((5-(5-(difluoromethyl)-1,3,4-oxadiazole-2-yl)pyridine-2-yl)methyl)-5-fluoro-2-oxo-2,3-dihydro-1H-benzo[d]imidazole-1-yl)pyrrolidine-1-carboxylate